(S)-(1-(1-(hydroxymethyl)cyclopropyl)pyrrolidin-3-yl)(methyl)carbamic acid tert-butyl ester C(C)(C)(C)OC(N(C)[C@@H]1CN(CC1)C1(CC1)CO)=O